C(CCCCCCCCCCCCCCCCCCCCCCCCCCC)C(=O)CCCCCCCCCCCCCCCCCCCCCC n-docosyl octacosyl ketone